COC1=C(C=CC(=C1)C=CCOC(C)(C)CC)O 2-methoxy-4-(3-(tert-pentyloxy)prop-1-en-1-yl)phenol